tert-butyl 4-(4-((7-ethyl-6-oxo-5,6-dihydro-1,5-naphthyridin-3-yl)methyl)piperazin-1-yl)piperidine-1-carboxylate C(C)C=1C(NC=2C=C(C=NC2C1)CN1CCN(CC1)C1CCN(CC1)C(=O)OC(C)(C)C)=O